4-Cyano-N-(2-(4,4-dimethylcyclohex-1-en-1-yl)-6-(2,2,6,6-tetramethyl-tetrahydro-2H-pyran-4-yl)pyridin-3-yl)-1H-imidazole-2-carboxamide C(#N)C=1N=C(NC1)C(=O)NC=1C(=NC(=CC1)C1CC(OC(C1)(C)C)(C)C)C1=CCC(CC1)(C)C